L-α-glutamyl-L-alanine N[C@@H](CCC(O)=O)C(=O)N[C@@H](C)C(=O)O